methyl (1R,3R,4S,5R)-1,3-dihydroxy-4,5-bis{[(2E)-3-(3-hydroxy-4-methoxyphenyl)prop-2-enoyl]oxy}cyclohexane-1-carboxylate O[C@@]1(C[C@H]([C@@H]([C@@H](C1)OC(\C=C\C1=CC(=C(C=C1)OC)O)=O)OC(\C=C\C1=CC(=C(C=C1)OC)O)=O)O)C(=O)OC